(((cyanomethyl)(methyl)amino)methyl)-3-(2-fluoro-3-((N-methylsulfamoyl)amino)benzyl)-2-oxo-2H-chromen-7-yl dimethylcarbamate CN(C(OC1=CC=C2C(=C(C(OC2=C1)=O)CC1=C(C(=CC=C1)NS(NC)(=O)=O)F)CN(C)CC#N)=O)C